2,2,6,6-tetramethyl-4-piperidol CC1(NC(CC(C1)O)(C)C)C